CN(CCN(CC1=C(C(=CC=C1)C1(C2=CC=CC=C2C=2C=CC=CC12)C)O)CC1=C(C(=CC(=C1)C)C1(C2=CC=CC=C2C=2C=CC=CC12)C)O)C 2-(((2-(dimethylamino)ethyl)(2-hydroxy-3-(9-methyl-9H-fluoren-9-yl)benzyl)amino)methyl)-4-methyl-6-(9-methyl-9H-fluoren-9-yl)phenol